C(C([2H])([2H])[2H])(C1=NN2C(C=C(C(=C2)F)N2CCN(CC2)CC(=O)N2CC(C2)O)=C1N(C=1SC(=C(N1)C1=CC=C(C=C1)F)C#N)C)([2H])[2H] 2-((2-(ethyl-d5)-6-fluoro-5-(4-(2-(3-hydroxyazetidin-1-yl)-2-oxoethyl)piperazin-1-yl)pyrazolo[1,5-a]pyridin-3-yl)(methyl)amino)-4-(4-fluorophenyl)thiazole-5-carbonitrile